1-oxa-3,4-diazaspiro[5.5]undec-4-en-2-one O1C(NN=CC12CCCCC2)=O